CO[C@@H]1[C@H](CCC1)O (1S,2S)-2-methoxycyclopentan-1-ol